dihydrooxadiazole Aluminum quinolinate N1=C(C=CC2=CC=CC=C12)C(=O)[O-].[Al+3].O1NNC=C1.N1=C(C=CC2=CC=CC=C12)C(=O)[O-].N1=C(C=CC2=CC=CC=C12)C(=O)[O-]